4-Chloro-3'-(hydroxymethyl)-[1,1'-biphenyl]-3-carboxylic acid ClC1=C(C=C(C=C1)C1=CC(=CC=C1)CO)C(=O)O